OC(C)CC(CC)O 4-(1-hydroxyethyl)gamma-butanol